(4-fluoro-phenyl)amide FC1=CC=C(C=C1)[NH-]